5-[(2R,6S)-2-methyl-6-[[4-(5-piperazin-1-ylpyrazin-2-yl)piperazin-1-yl]methyl]morpholin-4-yl]quinoline-8-carbonitrile C[C@@H]1CN(C[C@@H](O1)CN1CCN(CC1)C1=NC=C(N=C1)N1CCNCC1)C1=C2C=CC=NC2=C(C=C1)C#N